Cl.NC(CO)(C(F)(F)F)C 2-amino-3,3,3-trifluoro-2-methylpropan-1-ol HCl salt